N-[(2E)-3-(4-chlorobenzenesulfonyl)prop-2-en-1-yl]-2-oxo-5-phenyl-1,2-dihydropyridine-3-carboxamide ClC1=CC=C(C=C1)S(=O)(=O)/C=C/CNC(=O)C=1C(NC=C(C1)C1=CC=CC=C1)=O